FC1=C(C(=CC=C1)F)C1=NC=2C(=NC=C(C2)C#N)N1 (2,6-difluorophenyl)-3H-imidazo[4,5-b]pyridine-6-carbonitrile